FC(C(=O)O)(F)F.CC(CCO)(C)N1N=CC(=C1)C1=C2C(=NC=C1)NC=C2 3-Methyl-3-[4-(1H-pyrrolo[2,3-b]pyridin-4-yl)-1H-pyrazol-1-yl]butan-1-ol trifluoroacetate salt